C(C)(C)(C)OC(=O)N1C[C@@H]2C([C@@H]2C1)OC1=NC(=CC(=C1)C(C)(C)NC(=O)OCC1=CC=CC=C1)Cl.C(C1CO1)OCCC[Si](OCC)(OCC)OCC γ-glycidoxypropyl-triethoxysilane tert-butyl-(1R,5S,6s)-6-((4-(2-(((benzyloxy)carbonyl)amino)propan-2-yl)-6-chloropyridin-2-yl)oxy)-3-azabicyclo[3.1.0]hexane-3-carboxylate